FC=1C=C2C(N(C=3N(C2=CC1)C(NN3)=S)CCCNC(CN3CCN(CC3)C)=O)=O N-(3-(7-fluoro-5-oxo-1-thioxo-1,2-dihydro-[1,2,4]triazolo[4,3-a]quinazolin-4(5H)-yl)propyl)-2-(4-methylpiperazin-1-yl)acetamide